2,4,8-trimethyl-dibenzothiophene CC1=CC2=C(SC3=C2C=C(C=C3)C)C(=C1)C